CC1=C(C(=CC(=C1)C(C)(C)C)C)C=1C(C1C1=C(C=C(C=C1C)C(C)(C)C)C)=O 2,3-bis(2,6-dimethyl-4-tert-butylphenyl)cycloprop-2-en-1-one